FC1=CC=C(C=C1)N1CCN(C2=CC=CC=C12)C[C@H]1CN(CC1)C(C)C (R)-4-(4-fluorophenyl)-N-((1-isopropylpyrrolidin-3-yl)methyl)-3,4-dihydroquinoxaline